CS(=O)(=O)C=1C=C(C=NC1)C1=NC(=NC=C1C(F)(F)F)N[C@@H]1CC[C@H](CC1)N(C(COC)=O)C1=NC=C(N=C1)C=1C=NN(C1)C N-(trans-4-((4-(5-(methanesulfonyl)pyridin-3-yl)-5-(trifluoromethyl)pyrimidin-2-yl)amino)cyclohexyl)-2-methoxy-N-(5-(1-methyl-1H-pyrazol-4-yl)pyrazin-2-yl)acetamide